CC12C=CC(CC1)C2(C)C 1,7,7-trimethyl-bicyclo[2.2.1]hept-2-ene